N1N=NC=C1C(=O)N1CC2CCC(C1)N2S(=O)(=O)C2=C(C=CC=C2)OC(F)(F)F 1H-1,2,3-triazol-5-yl-[8-{[2-(trifluoromethoxy)phenyl]sulfonyl}-3,8-diazabicyclo[3.2.1]oct-3-yl]methanone